2-methyl-2-((3-(o-tolylethynyl)pyridin-4-yl)thio)propanoic acid CC(C(=O)O)(C)SC1=C(C=NC=C1)C#CC1=C(C=CC=C1)C